FC1=C(COC2=NC=CC(=N2)C2=CC(=C(C=3CCOC32)CC3=NC2=C(N3C[C@H]3OCC3)C=C(C=C2OC)C(=O)O)F)C=CC(=C1)C1COC1 (S)-2-((7-(2-((2-fluoro-4-(oxetan-3-yl)benzyl)oxy)pyrimidin-4-yl)-5-fluoro-2,3-dihydrobenzofuran-4-yl)methyl)-4-methoxy-1-(oxetan-2-ylmethyl)-1H-benzo[d]imidazole-6-carboxylic acid